C(C)(C)(C)OC(=O)N1C=C(C2=CC=CC=C12)C1=NN2C(C(N1C(C)C)=O)=NC=C2.C(C)(C)N2C=NN1C(C2=O)=NC=C1C=1C=NNC1 3-isopropyl-7-(1H-pyrazol-4-yl)imidazo[2,1-f][1,2,4]triazin-4(3H)-one tert-Butyl-3-(3-isopropyl-4-oxo-3,4-dihydroimidazo[2,1-f][1,2,4]triazin-2-yl)-1H-indole-1-carboxylate